C(C=C)(=O)OC1=CC=C(C=C1)C(=O)C(O)C1=CC=CC=C1 4-acryloyloxybenzoin